ClC1=CC=C(C=C1)N1N=C2C(=NN=C(C2=C1C)C)N1CC(CCC1)C(=O)NCC=1C=NC=CC1 1-(2-(4-chlorophenyl)-3,4-dimethyl-2H-pyrazolo[3,4-d]pyridazin-7-yl)-N-(pyridin-3-ylmethyl)piperidine-3-carboxamide